ClC=1C=CC(=NC1C)OC1CCC2(CN(C2)C(=O)C2CC(C2)(C)O)CC1 (7-((5-Chloro-6-methylpyridin-2-yl)oxy)-2-azaspiro[3.5]nonan-2-yl)((1s,3s)-3-hydroxy-3-methylcyclobutyl)methanone